(3S,5R)-1-benzyl-3-[6-methoxy-2-(tetrahydropyran-2-yloxymethyl)-3-pyridyl]-5-methyl-piperazine C(C1=CC=CC=C1)N1C[C@@H](N[C@@H](C1)C)C=1C(=NC(=CC1)OC)COC1OCCCC1